FC1=C(OC2=C3C(=NC=C2)NC=C3C=3C=C(C#N)C=CC3)C(=CC(=C1)NC=1OC[C@@](CN1)(C)CO)F |r| (+/-)-3-[4-(2,6-difluoro-4-{[5-(hydroxymethyl)-5-methyl-5,6-dihydro-4H-1,3-oxazin-2-yl]amino}phenoxy)-1H-pyrrolo[2,3-b]pyridin-3-yl]benzonitrile